[Au+3].SS(=O)(=O)[O-].SS(=O)(=O)[O-].SS(=O)(=O)[O-] sulfhydryl-sulfonic acid gold salt